FC1=C(C=C(C=C1C(F)(F)F)C1=C(C=CC=C1C)C)[C@H](CC(=O)O)NC([C@H](CC(C)C)N1C(N=CC(=C1)CCN1CC(C1)F)=O)=O (S)-3-(4-fluoro-2',6'-dimethyl-5-(trifluoromethyl)-[1,1'-biphenyl]-3-yl)-3-((S)-2-(5-(2-(3-fluoroazetidin-1-yl)ethyl)-2-oxopyrimidin-1(2H)-yl)-4-methylpentanamido)propanoic acid